C(C)(C)OC(C)OC=1C=C(C=C)C=CC1 m-(1-isopropoxyethoxy)-styrene